C1(=CC=CC=C1)C(C#CC1CC1)NC1=CC=CC=C1 N-(1-phenyl-3-cyclopropyl-2-propynyl)-aniline